1-(6-(4,4-Dimethylpiperidin-1-yl)pyridin-3-yl)-5,7-difluoro-1H-indazol-6-ol CC1(CCN(CC1)C1=CC=C(C=N1)N1N=CC2=CC(=C(C(=C12)F)O)F)C